FC1(CC(C1)C1=NN(C(=C1C1(CCC1)C)NC(OC1CC(C1)F)=O)C)F (1s,3s)-3-fluorocyclobutyl (3-(3,3-difluorocyclobutyl)-1-meth-yl-4-(1-methylcyclobutyl)-1H-pyrazol-5-yl)carbamate